[2H]C1=C(C(=C(C(=C1[2H])[2H])N)[2H])[2H] Aniline-d5